COCCC(=O)N1CC2(CC(N3N=C(C=C32)C=3C=NC2=CC=CC=C2C3)C)C1 3-methoxy-1-[6'-methyl-2'-(quinolin-3-yl)-5',6'-dihydrospiro[azetidine-3,4'-pyrrolo[1,2-b]pyrazol]-1-yl]propan-1-one